2-[4-[(5R)-1,7-diazaspiro[4.4]nonan-7-yl]-1H-pyrrolo[2,3-b]pyridin-3-yl]thiazole N1CCC[C@@]12CN(CC2)C2=C1C(=NC=C2)NC=C1C=1SC=CN1